C[C@@]1([C@@H](C1)C(F)(F)F)C(=O)O |r| rac-(1r,2r)-1-methyl-2-(trifluoromethyl)cyclopropane-1-carboxylic acid